NC1CC(C1)NC([C@@H](C)NC(C1=C(C=C(C=C1)NC=1C=2N(C=CN1)C(=CN2)C=2C(=NNC2)C(F)(F)F)Cl)=O)=O N-[(2R)-1-[(3-aminocyclobutyl)amino]-1-oxopropan-2-yl]-2-chloro-4-[[3-[3-(trifluoromethyl)-1H-pyrazol-4-yl]imidazo[1,2-a]pyrazin-8-yl]amino]benzamide